COC(C1=C(C=C(C(=C1)OCCCNC(C1=CC=CC=C1)=O)OC)N)=O 2-amino-5-(3-benzoylaminopropoxy)-4-methoxybenzoic acid methyl ester